ClC=1N=CC=2N(C1)C(=CN2)C2=NC=CC(=N2)N2CC(OCC2)C=2C=NNC2 4-(2-(6-chloroimidazo[1,2-a]pyrazin-3-yl)pyrimidin-4-yl)-2-(1H-pyrazol-4-yl)morpholine